C(C)(C)(C)OC(=O)N1C[C@H](N(CC1)C1=NC=C(C=C1Br)C(F)(F)F)CO (S)-4-(3-bromo-5-(trifluoromethyl)pyridin-2-yl)-3-(hydroxymethyl)piperazine-1-carboxylic acid tert-butyl ester